NCCN(CCNC1=C2C(N(C(C2=CC=C1)=O)C1C(NC(CC1)=O)=O)=O)C 4-([2-[(2-aminoethyl)(methyl)amino]ethyl]amino)-2-(2,6-dioxopiperidin-3-yl)isoindole-1,3-dione